5-methyltetrahydrofolic acid sodium salt [Na+].CN1C=2C(NC(=NC2NCC1CNC1=CC=C(C(N[C@@H](CCC(=O)[O-])C(=O)O)=O)C=C1)N)=O